8-[6-(1,3,4-thiadiazol-2-yl)pyrazin-2-yl]-2-[6-(trifluoromethyl)pyridin-3-yl]-2,8-diazaspiro[4.5]decane S1C(=NN=C1)C1=CN=CC(=N1)N1CCC2(CCN(C2)C=2C=NC(=CC2)C(F)(F)F)CC1